ClC1=CC=C(C=C1)[C@@H](C(=O)N[C@H](C(=O)N[C@H](CCC(=O)OCC)C(=O)OCC)C(C)(C)C)C Diethyl ((S)-2-((S)-2-(4-chlorophenyl)propanamido)-3,3-dimethylbutanoyl)-D-glutamate